FC=1C=C(C=C(C1F)F)C1(CC(=NO1)C1=CC(=C(C(=O)OCC)C=C1)C)C(F)(F)F ethyl 4-(5-(3,4,5-trifluorophenyl)-5-(trifluoromethyl)-4,5-dihydroisoxazol-3-yl)-2-methylbenzoate